ClC=1C=C(C=CC1)C=1C(NC(C1O)=O)=O 3-(3-chlorophenyl)-4-hydroxy-1H-pyrrole-2,5-dione